8-acetyl-6-chloro-2-(morpholin-4-yl)quinoline-4-carbonitrile C(C)(=O)C=1C=C(C=C2C(=CC(=NC12)N1CCOCC1)C#N)Cl